C(C1=CC=CC=C1)O[C@]1(C2=NN=C(C3=C(C=C(C(C(CCC(CCC1)O)O)=N3)C(F)(F)F)NC(OC(C)(C)C)=O)O2)C(F)(F)F tert-butyl N-[(6R)-6-benzyloxy-10,13-dihydroxy-6,15-bis(trifluoromethyl)-19-oxa-3,4,18-triazatricyclo[12.3.1.12,5]nonadeca-1(17),2,4,14(18),15-pentaen-17-yl]carbamate